OCCN1CCN(CC1)C1=C(C=C(C=C1)S(=O)(=O)NC=1C=NC(=CC1)OC)[N+](=O)[O-] 4-[4-(2-hydroxyethyl)piperazin-1-yl]-N-(6-methoxypyridin-3-yl)-3-nitrobenzenesulfonamide